FC(OC1=CC=C(C=C1)C=1C(=NC=C(C1NC(=S)NC(C1=CC=CC=C1)=O)I)OC)F N-((3-(4-(difluoromethoxy)phenyl)-5-iodo-2-methoxypyridin-4-yl)aminothioformyl)benzamide